1-(7Z,10Z,13Z,16Z-docosatetraenoyl)-2-hexadecanoyl-glycero-3-phosphoserine CCCCCCCCCCCCCCCC(=O)O[C@H](COC(=O)CCCCC/C=C\C/C=C\C/C=C\C/C=C\CCCCC)COP(=O)(O)OC[C@@H](C(=O)O)N